FC([C@@H](N)C=1SC(=CN1)CC1=CC=NC=C1)(F)F (R)-2,2,2-Trifluoro-1-(5-(pyridin-4-ylmethyl)thiazol-2-yl)ethan-1-amine